C1C2=CC=C(C=C21)C2=CC=C1C(=C2)C1 4,4'-dimethylenebiphenyl